3-methyl-4-nitroaniline CC=1C=C(N)C=CC1[N+](=O)[O-]